COCC1=NC=CC(=C1)NC1=C(C=CC(=N1)N1CCN(CC1)C(=O)OC(C)(C)C)[N+](=O)[O-] tert-butyl 4-[6-[[2-(methoxymethyl)-4-pyridyl]amino]-5-nitro-2-pyridyl]piperazine-1-carboxylate